2-[3-[(1R)-1-amino-2,2,2-trifluoro-ethyl]-1-(2,2-dimethylpropyl)-5-fluoro-indol-6-yl]pyridine-3-carbonitrile N[C@@H](C(F)(F)F)C1=CN(C2=CC(=C(C=C12)F)C1=NC=CC=C1C#N)CC(C)(C)C